C1(CCCCC1)C(COC)(COC)CCC(CCC(C)C)(CCC(C)C)F 2-cyclohexyl-2-(3-fluoro-3-isopentyl-6-methylheptyl)-1,3-dimethoxypropane